(1S,2R)-2-((S)-5-Bromo-8-((1-isopropyl-1H-1,2,3-triazol-4-yl)methoxy)-1-(((R)-4-methyl-2-oxopyrrolidin-1-yl)methyl)-1,2,3,4-tetrahydroisochinolin-2-carbonyl)cyclohexan BrC1=C2CCN([C@@H](C2=C(C=C1)OCC=1N=NN(C1)C(C)C)CN1C(C[C@H](C1)C)=O)C(=O)C1CCCCC1